O1C(COCC1)C=1C=C(C=C(C1)C(F)(F)F)C=1C=C2CCN(C(C2=CC1)=O)C=1C=CC(=C(C1)NS(=O)(=O)C)OCOCCOC N-(5-(6-(3-(1,4-dioxan-2-yl)-5-(trifluoromethyl)phenyl)-1-oxo-3,4-dihydroisoquinolin-2(1H)-yl)-2-((2-methoxyethoxy)methoxy)phenyl)methanesulfonamide